FC1=CC=C(C=C1)CC(=O)[O-].[Sn+2].FC1=CC=C(C=C1)CC(=O)[O-] tin (II) 4-fluorobenzeneacetate